C(C1=CC=CC=C1)NC1=NC=C(C(=N1)NC1=CC(=CC=C1)C(F)(F)F)Cl N2-benzyl-5-chloro-N4-(3-(trifluoromethyl)phenyl)pyrimidine-2,4-diamine